FC1=C(C=CC(=C1)S(=O)(=O)C)[C@@H]1COCCCN1C=O |r| (+-)-3-(2-fluoro-4-(methylsulfonyl)phenyl)-1,4-oxazepan-4-carbaldehyde